OC1=CC=C2C3=C(C(OC2=C1)=O)C=C(C=C3)C#CCO 3-hydroxy-8-(3-hydroxy-prop-1-yn-1-yl)-6H-benzo[c]chromen-6-one